N5-cyclopropyl-1-(2-fluorobenzyl)-N3-methyl-2-oxo-1,2-dihydropyridine-3,5-dicarboxamide C1(CC1)NC(=O)C=1C=C(C(N(C1)CC1=C(C=CC=C1)F)=O)C(=O)NC